C(CCCCCCCCCCC)(=O)N[C@@H](CCSC)C(=O)O N-lauroyl-methionine